1-tertbutylpiperazine C(C)(C)(C)N1CCNCC1